bis(tetramethylcyclopentadiene) nickel [Ni].CC1=C(C(=C(C1)C)C)C.CC1=C(C(=C(C1)C)C)C